(1-(5-(5-(tert-butylamino)-1,2,4-oxadiazol-3-yl)pyridin-3-yl)-1H-pyrrolo[2,3-B]pyridin-5-yl)(4,4-difluoropiperidin-1-yl)methanone C(C)(C)(C)NC1=NC(=NO1)C=1C=C(C=NC1)N1C=CC=2C1=NC=C(C2)C(=O)N2CCC(CC2)(F)F